FC(C(=O)O)(F)F.CNC(C1=CC=C(C=C1)N1C=2N(C3=C(C1=O)CCNC3)N=CC2CC#C)=O N-methyl-4-(5-oxo-3-(prop-2-yn-1-yl)-6,7,8,9-tetrahydropyrazolo[1,5-a]pyrido[4,3-e]pyrimidin-4(5H)-yl)benzamide trifluoroacetic acid salt